S1NC(=NC=C1)N [1,2,4]thiadiazin-3-amine